(S)-2-((S)-7-(t-butoxycarbonyl)-2,7-diazaspiro[4.4]non-2-yl)-3-methylbutanoic acid C(C)(C)(C)OC(=O)N1C[C@@]2(CCN(C2)[C@H](C(=O)O)C(C)C)CC1